C=1N=CN2C1C=CC=C2NC(NC=2C=C(C(=O)O)C=CC2)=O 3-(3-(imidazo[1,5-a]pyridin-5-yl)ureido)benzoic acid